5-((1S)-1-(6-chloro-4-hydroxy-1,1-dioxido-3,4-dihydro-2H-benzo[e][1,2]thiazin-2-yl)-2-(6-fluoro-2,3-dimethylphenyl)propyl)-1,3,4-oxadiazol-2(3H)-one ClC=1C=CC2=C(C(CN(S2(=O)=O)[C@@H](C(C)C2=C(C(=CC=C2F)C)C)C2=NNC(O2)=O)O)C1